CC(C[C@H]1[C@@H](C[C@H]2N(CCC3=CC(=C(C=C23)OC)OCC(F)(F)F)C1)O)(C)C (2R,3R,11bR)-3-(2,2-Dimethylpropyl)-10-methoxy-9-(2,2,2-trifluoroethoxy)-1H,2H,3H,4H,6H,7H,11bH-pyrido[2,1-a]isochinolin-2-ol